C(C)(C)(C)OC(=O)N1CCN(CC1)C(C1=C(C=C(C=C1)NC(=O)C=1N(C(=CN1)C=1C(=NNC1)C(F)(F)F)C)F)=O 4-[2-fluoro-4-[[1-methyl-5-[3-(trifluoromethyl)-1H-pyrazol-4-yl]imidazole-2-carbonyl]amino]benzoyl]piperazine-1-carboxylic Acid Tert-Butyl Ester